S(=O)(=O)([O-])[O-].[Hg+].[Hg+].O1[C@H](CC1)C=O ((R)-oxetan-2-yl)methanone Dimercury (I) Sulfate